3-chloro-4-(5-(3,5-dimethylisoxazol-4-yl)-1-(pyridazin-3-yl)-1H-pyrrolo[2,3-b]pyridin-3-yl)-5-(trifluoromethoxy)benzoic acid ClC=1C=C(C(=O)O)C=C(C1C1=CN(C2=NC=C(C=C21)C=2C(=NOC2C)C)C=2N=NC=CC2)OC(F)(F)F